C(C1=CC=CC=C1)(=O)OC1C(C(C(CC1COC(C1=CC=CC=C1)=O)OC1C(C=CC(C1OCC1=CC=CC=C1)OCC1=CC=CC=C1)COCC1=CC2=CC=CC=C2C=C1)O)OC(C1=CC=CC=C1)=O 6-((benzoyloxy)methyl)-4-((5,6-bis(benzyloxy)-2-((naphthalen-2-ylmethoxy)methyl)cyclohex-3-en-1-yl)oxy)-3-hydroxycyclohexane-1,2-diyl dibenzoate